N=C1N(C2=C(C=NC=3C=CC(=CC23)C#CC2=CC=CC=C2)N1C)C=1C=C(C#N)C=CC1C 3-(2-Imino-3-methyl-8-(phenylethynyl)-2,3-dihydro-1H-imidazo[4,5-c]quinolin-1-yl)-4-methylbenzonitrile